C(C)(C)(C)OC(=O)NC(CC=O)C1=CC=CC=C1 3-(tert-butoxycarbonyl)amino-3-phenylpropionaldehyde